C(OC1=C(C=CC=C1)OC([2H])([2H])[2H])([2H])([2H])[2H] 1,2-bis(methoxy-d3)benzene